C1(=CC=CC=C1)C=CC(=O)C1=CC=C(C=C1)C 3-phenyl-1-(p-tolyl)-2-propen-1-one